CN1C=NC(=C1C2=C(C=C(C=C2)F)OCC3CC3)C4=NC=CC(=C4)C5C(NNN5)[N+]#[C-] 4-[2-[5-[2-(cyclopropylmethoxy)-4-fluorophenyl]-1-methylimidazol-4-yl]pyridin-4-yl]-1H-triazole-5-carbonitrile